C(=O)(OCC1=CC=CC=C1)NC1=CC(=C(C=C1)B(O)O)F 4-(carbobenzoxyamino)-2-fluorobenzeneboronic acid